[N+](=O)([O-])C=1C=C(C(C(=O)N)=CC1)C(=O)N 4-Nitrophthalamide